tert-butyl but-3-ynoate C(CC#C)(=O)OC(C)(C)C